4-(2-(1H-imidazol-1-yl)ethoxy)-3-methoxybenzoic acid arginine salt N[C@@H](CCCNC(N)=N)C(=O)O.N1(C=NC=C1)CCOC1=C(C=C(C(=O)O)C=C1)OC